N-(2-hydroxy-1-phenylethyl)-1-(5-methyl-2-(pyridin-3-ylamino)pyridin-4-yl)-1H-pyrrole-3-carboxamide OCC(C1=CC=CC=C1)NC(=O)C1=CN(C=C1)C1=CC(=NC=C1C)NC=1C=NC=CC1